BrC1=CC=C(C=C1)C(C)(C)C=1N=C(SC1)NC(=O)NCC1=CC(=C(C(=C1)F)CN1CCN(CC1)C)F 1-(4-(2-(4-bromophenyl)propan-2-yl)thiazol-2-yl)-3-(3,5-difluoro-4-((4-methylpiperazin-1-yl)methyl)benzyl)urea